OCC(=O)N1CC(C1)C1=CC=C(C=C1)C1=CC=C(C=C1)C#CCN1C(=NC=C1)[C@H](C)O (S)-2-hydroxy-1-(3-(4'-(3-(2-(1-hydroxyethyl)-1H-imidazol-1-yl)prop-1-yn-1-yl)-[1,1'-biphenyl]-4-yl)azetidin-1-yl)ethan-1-one